ClC=1C=C(C=C(C1)C=1C2=CC=CC=C2C=2C=CC=CC2C1)C1=NC(=NC(=N1)C1=CC=CC=C1)C1=CC=CC=C1 2-(3-chloro-5-(phenanthren-9-yl)phenyl)-4,6-diphenyl-1,3,5-triazine